N(=[N+]=[N-])CC(=O)NCCCCCNC(C=C)=O N-(5-(2-azidoacetamido)pentyl)acrylamide